β-D-galactopyranosyl N-phenyltrifluoroacetimidat C1(=CC=CC=C1)N=C(C(F)(F)F)O[C@H]1[C@H](O)[C@@H](O)[C@@H](O)[C@H](O1)CO